2-(3,5-dichloro-4-[[1-(4-methylbenzenesulfonyl)-3-(1,1,1-trifluoropropan-2-yl)indol-5-yl]oxy]phenyl)-3,5-dioxo-4H-1,2,4-triazine-6-carbonitrile ClC=1C=C(C=C(C1OC=1C=C2C(=CN(C2=CC1)S(=O)(=O)C1=CC=C(C=C1)C)C(C(F)(F)F)C)Cl)N1N=C(C(NC1=O)=O)C#N